COC1=C(C=CC(=C1)S(=O)(=O)C)NCC#CC1=C(C2=C(S1)C(=CC=C2)NC2C1CN(C(C2)C1)C(=O)OC(C)(C)C)CC(F)(F)F tert-butyl 5-((2-(3-((2-methoxy-4-(methylsulfonyl)phenyl)amino)prop-1-yn-1-yl)-3-(2,2,2-trifluoroethyl)benzo[b]thiophen-7-yl)amino)-2-azabicyclo[2.2.1]heptane-2-carboxylate